3-(3-chloro-1H-pyrrolo[2,3-b]pyridin-2-yl)-1H-pyrazolo[3,4-d]pyrimidin-4-amine ClC1=C(NC2=NC=CC=C21)C2=NNC1=NC=NC(=C12)N